1-(5-tert-butyl-isoxazol-3-yl)-3-{4-[5-(3-methyl-oxetan-3-ylmethoxy)-benzimidazol-1-yl]-phenyl}-urea C(C)(C)(C)C1=CC(=NO1)NC(=O)NC1=CC=C(C=C1)N1C=NC2=C1C=CC(=C2)OCC2(COC2)C